OCC(C)(C)N1N=CC(=N1)S(=O)(=O)N(CC1=CC=C(C=C1)OC)CC1=CC=C(C=C1)OC 2-(1-hydroxy-2-methylpropan-2-yl)-N,N-bis(4-methoxybenzyl)-2H-1,2,3-triazole-4-sulfonamide